NC=1C=C(C=CC1N)C1=C(NC=2N(C1=O)N=C(C2N2CCCCC2)C2=CC=CC=C2)C 6-(3,4-diaminophenyl)-5-methyl-2-phenyl-3-(piperidin-1-yl)pyrazolo[1,5-a]pyrimidin-7(4H)-one